(S)-3-Methyl-2-oxolanoate CC1[C@H](OCC1)C(=O)[O-]